5-[[7-[(6-aminopyrimidin-4-yl)amino]-3-methyl-imidazo[4,5-b]pyridin-5-yl]-cyclopropyl-amino]-4-methyl-pyridine-2-carbonitrile NC1=CC(=NC=N1)NC1=C2C(=NC(=C1)N(C=1C(=CC(=NC1)C#N)C)C1CC1)N(C=N2)C